N-[Trans-(7RS,9RS)-3-cyclopropyl-5-(2-methylpropylsulfamoyl)-9-(pyridin-3-ylamino)-8,9-dihydro-7H-cyclopenta[h]isochinolin-7-yl]pyridin-3-carboxamid C1(CC1)C=1N=CC2=C3C(=CC(=C2C1)S(NCC(C)C)(=O)=O)[C@@H](C[C@H]3NC=3C=NC=CC3)NC(=O)C=3C=NC=CC3 |r|